O=C(CCCCCCCC(=O)OC(CCCCCCCCCCCC)CCCCCCCCCCCC)CCCCCCCCC Pentacosan-13-Yl 9-Oxooctadecanoate